pentan-1,2,4-triol C(C(CC(C)O)O)O